FC1(CN(CC[C@H]1N(C(=O)NC1=NC=CC(=C1)C(F)(F)F)C)C=1C=C2C(=NC1)NN=C2)F (R)-1-(3,3-difluoro-1-(1H-pyrazolo[3,4-b]pyridin-5-yl)piperidin-4-yl)-1-methyl-3-(4-(trifluoromethyl)pyridin-2-yl)urea